ClC=1C=C(OC=2C=CC(=NC2)NC(=O)C2=CN(C(C=C2)=O)C)C=CC1 N-[5-(3-chlorophenoxy)pyridin-2-yl]-1-methyl-6-oxo-1,6-dihydropyridine-3-carboxamide